4-[3-[[7-(2-fluoro-3-methoxy-1-naphthyl)-4-piperazin-1-yl-6,8-dihydro-5H-pyrido[3,4-d]pyrimidin-2-yl]oxy]propyl]morpholine FC1=C(C2=CC=CC=C2C=C1OC)N1CC=2N=C(N=C(C2CC1)N1CCNCC1)OCCCN1CCOCC1